O=C1C(CC(C1)CC(F)(F)F)C(=O)OCC ethyl 2-oxo-4-(2,2,2-trifluoroethyl)cyclopentane-1-carboxylate